1-((7-bromo-1-(oct-2-yn-1-yloxy)heptyl)oxy)oct-2-yn BrCCCCCCC(OCC#CCCCCC)OCC#CCCCCC